C(C1=CC=CC=C1)OC1=C(C(=O)OCC2=CC=CC=C2)C=CC(=C1)NCC1=CC=C(C=C1)C1CCOCC1 benzyl 2-(benzyloxy)-4-((4-(tetrahydro-2H-pyran-4-yl)benzyl)amino)-benzoate